O=C1NC(CCC1N1C(N(C2=C1C=CC=C2C2CCN(CC2)CCCN(C(OC(C)(C)C)=O)C)C)=O)=O tert-butyl (3-(4-(1-(2,6-dioxopiperidin-3-yl)-3-methyl-2-oxo-2,3-dihydro-1H-benzo[d]-imidazol-4-yl)piperidin-1-yl)propyl)(methyl)carbamate